S(=O)(=O)(OC1=CC(=C(C=C1)C(\C=C\C1=CC=C(C=C1)O)=O)O)O [3-hydroxy-4-[(E)-3-(4-hydroxyphenyl)prop-2-enoyl]phenyl] hydrogen sulfate